CN1CCC(=C(C1)C)C=1SC2=C(N1)C=C(C=C2)C=2CC[C@@H](CN2)C 2-(1,5-dimethyl-3,6-dihydro-2H-pyridin-4-yl)-5-[(3S)-3-methyl-2,3,4,5-tetrahydropyridin-6-yl]-1,3-benzothiazole